acrylate (hydroxyethyl methacrylate) OCCC=C(C(=O)O)C.C(C=C)(=O)O